7-Bromo-4-(2,6-diazaspiro[3.4]oct-6-yl)-1-methyl-2-oxo-1,2-dihydroquinoline-3-carbonitrile BrC1=CC=C2C(=C(C(N(C2=C1)C)=O)C#N)N1CC2(CNC2)CC1